1-(2-(5-(4,4-difluoropiperidine-1-carbonyl)pyridin-2-yl)-2,4,6,7-tetrahydro-5H-pyrazolo[4,3-c]pyridin-5-yl)ethan-1-one FC1(CCN(CC1)C(=O)C=1C=CC(=NC1)N1N=C2C(CN(CC2)C(C)=O)=C1)F